2-((2s,5r)-5-((3-(5-(trifluoromethyl)thiophen-2-yl)imidazo[1,2-b]pyridazin-6-yl)amino)tetrahydro-2H-pyran-2-yl)propan-2-ol FC(C1=CC=C(S1)C1=CN=C2N1N=C(C=C2)N[C@@H]2CC[C@H](OC2)C(C)(C)O)(F)F